CC1=NOC(=C1C)N(S(=O)(=O)C=1C(=NC=CC1)C#CC=1C=C2C(OCC2=CC1C)(C)C)COC N-(3,4-Dimethylisoxazol-5-yl)-N-(methoxymethyl)-2-((3,3,6-trimethyl-1,3-dihydroisobenzofuran-5-yl)ethynyl)pyridine-3-sulfonamide